C(C)(C)(C)OC(=O)N1CC2(C1)C[C@@H]([C@H](CC2)NC=2C=CC=C1C(=NN(C21)C)C2C(NC(CC2)=O)=O)C tert-butyl-(6S,7S)-7-((3-(2,6-dioxopiperidin-3-yl)-1-methyl-1H-indazol-7-yl) amino)-6-methyl-2-azaspiro[3.5]nonane-2-carboxylate